6-Chloro-N-(2,3-dihydro-1H-inden-2-yl)-4-((2-methoxy-4-methylphenyl)amino)-pyridineamide ClC1=CC(=CC(=N1)C(=O)NC1CC2=CC=CC=C2C1)NC1=C(C=C(C=C1)C)OC